C1=C(C=CC2=CC=CC=C12)N(C1=CC=C(C=C1)N)C1=CC2=CC=CC=C2C=C1 N,N-di(2-naphthyl)p-phenylenediamine